N1=CC=CC2=CC=CC(=C12)N1C(NC2=C(C1=O)C=CN=C2)=O 3-(QUINOLIN-8-YL)-1,4-DIHYDROPYRIDO[3,4-D]PYRIMIDIN-2,4-DIONE